NC=1C=2N(C=C(N1)C=1C(=NN(C1)C)C)C(=CN2)C=2C=C(C=CC2C)C(C(F)F)(C)O 2-(3-(8-Amino-6-(1,3-dimethyl-1H-pyrazol-4-yl)imidazo[1,2-a]pyrazin-3-yl)-4-methylphenyl)-1,1-difluoropropan-2-ol